2-((2S)-2-hydroxy-3-(pyridin-2-yl)propoxy)propan O[C@H](COC(C)C)CC1=NC=CC=C1